NC=1C2=C(SC1C(=O)OC)C=C(C=C2)Br methyl 3-amino-6-bromobenzo[b]thiophene-2-carboxylate